CS(=O)(=O)C=1C=C(CNC2=NC(=NC=C2C(F)(F)F)NC2=CC=C(C=C2)N2CCN(CC2)CC=2C=C(C=CC2)NC2C(NC(CC2)=O)=O)C=CC1 3-((3-((4-(4-((4-((3-(methylsulfonyl)benzyl)amino)-5-(trifluoromethyl)pyrimidin-2-yl)amino)phenyl)piperazin-1-yl)methyl)phenyl)amino)piperidine-2,6-dione